NC1=NC(=C(C(=N1)NC(CO[Si](C1=CC=CC=C1)(C1=CC=CC=C1)C(C)(C)C)CCC)CC=1C=C(C=CC1OC)CO)C (3-((2-amino-4-((1-((tert-butyldiphenylsilyl)oxy)pentan-2-yl)amino)-6-methylpyrimidin-5-yl)methyl)-4-methoxyphenyl)methanol